(3R)-5,7-dihydroxy-6-methyl-3-(4'-hydroxybenzyl)-chroman-4-one OC1=C2C([C@@H](COC2=CC(=C1C)O)CC1=CC=C(C=C1)O)=O